bisthietanyl trisulfide S1C(CC1)SSSC1SCC1